C(C)(C)(C)N1N=C(C=2C1=NC=NC2N)CC2=CC=CC1=CC=CC=C21 1-tert-butyl-3-(naphthalen-1-ylmethyl)-1H-pyrazolo[3,4-d]pyrimidin-4-amine